C(CCCCCCC)S(=O)(=O)OC1C=CC(S1=N)=C(C#N)C1=C(C=CC=C1)C (5-octylsulfonyloxy-imino-5H-thiophen-2-ylidene)-(2-methylphenyl)acetonitrile